NC=1C=2N(C3=CC(=CC=C3N1)C(=O)O)C=NC2 4-aminoimidazo[1,5-a]quinoxaline-8-carboxylic acid